N-((4,6-dimethyl-2-oxo-1,2-dihydropyridin-3-yl)methyl)-4'-methyl-[1,1'-biphenyl]-3-carboxamide CC1=C(C(NC(=C1)C)=O)CNC(=O)C=1C=C(C=CC1)C1=CC=C(C=C1)C